(1S,2S)-2-(6-(2,4-dioxo-1,2,3,4-tetrahydropyrimidin-5-yl)imidazo[1,2-b]pyridazin-8-yl)-N-phenylcyclopropane-1-carboxamide O=C1NC=C(C(N1)=O)C=1C=C(C=2N(N1)C=CN2)[C@@H]2[C@H](C2)C(=O)NC2=CC=CC=C2